N,N-Dimethylformamide-dimethyl acetal COC(N(C)C)OC